NCC=1C=C2C(=NC1)NC=C2 5-(aminomethyl)-1H-pyrrolo[2,3-b]pyridin